S1C(=CC=C1)C=1OC=2N=C3N(C(C2N1)=O)CCC3 2-(thiophene-2-yl)-6,7-dihydrooxazolo[5,4-D]pyrrolo[1,2-a]pyrimidin-9(5H)-one